bis(3-isocyanato-propoxy)ethane N(=C=O)CCCOC(C)OCCCN=C=O